4-chloro-2-(2,2,2-trifluoroethoxy)pyridine 1-oxide ClC1=CC(=[N+](C=C1)[O-])OCC(F)(F)F